[Al].FC1=CC(=CC(=C1)F)F.FC1=CC(=CC(=C1)F)F.FC1=CC(=CC(=C1)F)F tri(2,4,6-trifluorobenzene) aluminum